5-[[(6-chloro-3-pyridyl)amino]methylene]-2,2-dimethyl-1,3-dioxane-4,6-dione ClC1=CC=C(C=N1)NC=C1C(OC(OC1=O)(C)C)=O